Cl.NC1=C(C=CC2=C(C(=CC=C12)N)N)N 1,2,5,6-tetraaminonaphthalene hydrochloride